Cl.O[C@H](CN1C(C2=CC=C(C=C2C(C1)(C)C)C(=O)N1CC2(C1)CCNCC2)=O)[C@H]2NCC1=CC=CC=C1C2 2-((R)-2-hydroxy-2-((S)-1,2,3,4-tetrahydroisoquinolin-3-yl)ethyl)-4,4-dimethyl-6-(2,7-diazaspiro[3.5]nonane-2-carbonyl)-3,4-dihydroisoquinolin-1(2H)-one hydrochloride salt